ClC1=NC(=NC(=C1)[C@H]1[C@@H](C1)C1=CC=CC=C1)N trans-4-chloro-6-(2-phenylcyclopropyl)pyrimidin-2-amine